C(CCCCCCCCC)(=O)[O-].[Zn+2].C(CCCCCCCCC)(=O)[O-] zinc n-decanoate